ClC1=C2C(=NC=C1C#N)NC(C2)=O 4-chloro-2-oxo-1,3-dihydropyrrolo[2,3-b]pyridine-5-carbonitrile